FC=1C=CC(=C(CNC=2C=C3C(=NNC3=CC2)N2N=CC=C2)C1)OC N-(5-fluoro-2-methoxybenzyl)-3-(1H-pyrazol-1-yl)-1H-indazol-5-amine